COC1=C(C=CC(=C1)OC)N1C=NC=C1C(=O)O 1-(2,4-dimethoxyphenyl)-1H-imidazole-5-carboxylic acid